N1(C=NC=C1)C1CCC(CC1)OC1=C2C=C(C=NC2=CC(=N1)N1CCOCC1)NS(=O)(=O)C N-[5-(4-Imidazol-1-ylcyclohexoxy)-7-morpholino-1,6-naphthyridin-3-yl]methanesulfonamide